5-[(2S,3R,4S,5R)-3,4-dihydroxy-5-(hydroxymethyl)oxolan-2-yl]pyrimidine-2,4(1H,3H)-dione O[C@H]1[C@@H](O[C@@H]([C@H]1O)CO)C=1C(NC(NC1)=O)=O